Tetrahydrofuran-3,4-diylbis(4-methylpentanoate) O1CC(C(C1)C(C(=O)[O-])CC(C)C)C(C(=O)[O-])CC(C)C